ClC=1C=C(CC2C[C@H](NC2)C(=O)O)C=CC1Cl γ-(3,4-dichloro-benzyl)-proline